(R)-3-butyl-7-(dimethylamino)-2-(4-methoxybenzyl)-5-phenyl-2,3,4,5-tetrahydro-1,2,5-benzothiadiazepine-8-carboxylic acid methyl ester 1,1-dioxide COC(=O)C1=CC2=C(N(C[C@H](N(S2(=O)=O)CC2=CC=C(C=C2)OC)CCCC)C2=CC=CC=C2)C=C1N(C)C